C(C1=CC=CC=C1)NC1=C(C(C2(C(N(N=C2C)C2=CC=C(C=C2)C)=O)C1)C1=CC=CC=C1)C(=O)OCC ethyl 8-(benzylamino)-1-methyl-4-oxo-6-phenyl-3-(p-tolyl)-2,3-diazaspiro[4.4]non-1,7-diene-7-carboxylate